1-(3-Chloro-2,4-difluorobenzyl)-6'-methoxy-2',3',4',9'-tetrahydrospiro[piperidine-4,1'-pyrido[3,4-b]indole] ClC=1C(=C(CN2CCC3(NCCC4=C3NC3=CC=C(C=C43)OC)CC2)C=CC1F)F